bis(2-(5-methoxy-1H-indol-3-yl)ethan-1-aminium) pentanedioate C(CCCC(=O)[O-])(=O)[O-].COC=1C=C2C(=CNC2=CC1)CC[NH3+].COC=1C=C2C(=CNC2=CC1)CC[NH3+]